BrC1=CC=C2C(=CNC2=C1F)C=O 6-BROMO-7-FLUOROINDOLE-3-CARBOXALDEHYDE